5-(4-fluorophenyl)-4-hydroxy-2-methylpyridine-3-carboxamide FC1=CC=C(C=C1)C=1C(=C(C(=NC1)C)C(=O)N)O